amino-1-(2-hydroxy-4-methanesulfonamido-5-phenoxyphenyl)ethanone hydrochloride Cl.NCC(=O)C1=C(C=C(C(=C1)OC1=CC=CC=C1)NS(=O)(=O)C)O